4-((5-(pyridin-3-yl)thiophene-2-sulfonamido)methyl)-1H-1,2,3-triazol N1=CC(=CC=C1)C1=CC=C(S1)S(=O)(=O)NCC=1N=NNC1